CS(=O)(=O)C1=CC=C(C=C1)N[C@@H](CO)C(=O)O (2S,3R)-4-methanesulfonyl-phenylserine